1-((3aR,5r,6aS)-5-((4-Methoxy-5-(1-methyl-1H-benzo[d][1,2,3]triazol-6-yl)pyrrolo[2,1-f][1,2,4]triazin-2-yl)amino)hexahydrocyclopenta[c]pyrrol-2(1H)-yl)ethan-1-one COC1=NC(=NN2C1=C(C=C2)C=2C=CC1=C(N(N=N1)C)C2)NC2C[C@@H]1[C@@H](CN(C1)C(C)=O)C2